N-{[1-(3-chlorobenzene-1-carbonyl)-1,2,3,4-tetrahydroquinolin-6-yl]methyl}-1-ethyl-1H-pyrazole-3-carboxamide ClC=1C=C(C=CC1)C(=O)N1CCCC2=CC(=CC=C12)CNC(=O)C1=NN(C=C1)CC